bis(2-tert-butyl-5-methyl-ethyl-propyl-methyl-ethyl-methyl-4-butyl-hydroxy-phenyl)-butane C(C)(C)(C)CCC(C=1C(=C(C(=C(C1CCCC)C)CC)C(C(C)C1=C(C(=C(C(=C1CC)C)CCCC)C(CCC(C)(C)C)CCC)OC)C)OC)CCC